tert-Butyl (R)-(1-(Carbamothioyloxy)-3-phenylpropan-2-yl)carbamate C(N)(=S)OC[C@@H](CC1=CC=CC=C1)NC(OC(C)(C)C)=O